NC(CCN(CCC(C(C)C)N1CC2(C1)CN(CC2)C=2N=CN=NC2OC2=C(C(=O)N(C(C)C)CC)C=C(C=C2)F)C)=O 2-((5-(2-(1-((3-amino-3-oxopropyl)(methyl)amino)-4-methylpentan-3-yl)-2,6-diazaspiro[3.4]octan-6-yl)-1,2,4-triazin-6-yl)oxy)-N-ethyl-5-fluoro-N-isopropylbenzamide